6-(4-(cyclohexyl(3-methyl-2-oxo-1,2-dihydroquinolin-7-yl)methyl)piperazin-1-yl)nicotinonitrile C1(CCCCC1)C(N1CCN(CC1)C1=NC=C(C#N)C=C1)C1=CC=C2C=C(C(NC2=C1)=O)C